FC(C(=O)O)(F)F.ClC1=CC(=NC(=C1)C1(COCC1)OC)C1=CNC2=CN=C(C=C21)NC(C)=O N-{3-[4-chloro-6-(3-methoxyoxolan-3-yl)pyridin-2-yl]-1H-pyrrolo[2,3-c]pyridin-5-yl}acetamide trifluoroacetate